2-trichloromethyl-5-(naphthalene-1-yl)-1,3,4-oxadiazole ClC(C=1OC(=NN1)C1=CC=CC2=CC=CC=C12)(Cl)Cl